CC(CC(C)C)C1(CC=C(N=C1)NC1=CC=CC=C1)N 5-(1,3-dimethylbutyl)-N2-phenylpyridine-2,5-diamine